1-(4-(benzyloxy)-5-methoxy-2-nitrophenyl)-3-(dimethylamino)-2-propen-1-one C(C1=CC=CC=C1)OC1=CC(=C(C=C1OC)C(C=CN(C)C)=O)[N+](=O)[O-]